2-ethoxy-N-[(S)-5-(2-hydroxy-ethyl)-6-oxo-6,7-dihydro-5H-dibenzo[b,d]azepin-7-yl]-N'-(2,2,3,3,3-pentafluoro-propyl)-malonamide C(C)OC(C(=O)N[C@H]1C2=C(C3=C(N(C1=O)CCO)C=CC=C3)C=CC=C2)C(=O)NCC(C(F)(F)F)(F)F